C1(CC1)NC=1N=C(C2=C(N1)N=CC=C2)NCC=2C(=NC=CC2)C(F)(F)F N2-cyclopropyl-N4-((2-(trifluoromethyl)pyridin-3-yl)methyl)pyrido[2,3-d]pyrimidine-2,4-diamine